tert-butyl (S)-4-(4-amino-5-(tert-butoxy)-5-oxopentanoyl)piperazine-1-carboxylate N[C@@H](CCC(=O)N1CCN(CC1)C(=O)OC(C)(C)C)C(=O)OC(C)(C)C